C(C)C1(CCOCC1)C(N1C[C@@H]2[C@H](C1)CC(C2)NC=2N=NC(=CC2)C2=C(C(=CC(=C2)F)F)F)([2H])[2H] (3aR,5s,6aS)-2-((4-ethyltetrahydro-2H-pyran-4-yl)methyl-d2)-N-(6-(2,3,5-trifluorophenyl)pyridazin-3-yl)octahydrocyclopenta[c]pyrrol-5-amine